1-tert-butyl 3-methyl 2-[2-chloro-5-(ethoxycarbonyl)-3-fluoropyridin-4-yl]propanedioate ClC1=NC=C(C(=C1F)C(C(=O)OC(C)(C)C)C(=O)OC)C(=O)OCC